NC(C)C=1C=C(C=C2C(N(C(=NC12)N1CCOCC1)CC)=O)Cl 8-(1-aminoethyl)-6-chloro-3-ethyl-2-morpholino-quinazolin-4-one